Cl.CN(C)CCCCCCCCCCCCCCCCCC N,N-dimethyl-octadecyl-amine hydrochloride